methyl 4-((6-iodo-2-methylpyridin-3-yl)oxy)picolinate IC1=CC=C(C(=N1)C)OC1=CC(=NC=C1)C(=O)OC